BrC=1C(NC=CC1C)=O 3-bromo-4-methylpyridin-2(1H)-one